BrC1=NC=C(C=C1N[C@@H](C)C1=CC=C(S1)C(=O)N[C@H](C(=O)NC1CC1)CC1CCCC1)Cl (2S)-2-({5-[(1S)-1-[(2-bromo-5-chloropyridin-3-yl)amino]ethyl]thiophen-2-yl}formamido)-3-cyclopentyl-N-cyclopropylpropanamide